rac-2-methyl-8-[4-[(2R,5S)-5-methyl-2-piperidyl]phenyl]-5-oxa-2,8-diazaspiro[3.5]nonane CN1CC2(C1)OCCN(C2)C2=CC=C(C=C2)[C@@H]2NC[C@H](CC2)C |r|